tert-Butyl N-[5-[[[(2S)-2-amino-3,3,3-trifluoropropyl]amino]methyl]pyridazin-3-yl]carbamate N[C@@H](CNCC=1C=C(N=NC1)NC(OC(C)(C)C)=O)C(F)(F)F